C(C1=CC=CC=C1)SC1=CC2=C(C=C(O2)CCOC)C=C1 6-(benzylthio)-2-(2-methoxyethyl)-1-benzofuran